(1R,2S,4S)-2-(hydroxymethyl)-2-(methoxymethyl)-1-azabicyclo[2.2.1]heptan-3-one OC[C@]1(N2CC[C@H](C1=O)C2)COC